N-(3-chloro-5-(methylsulfonamido)phenyl)-5-(5-methoxypyridin-2-yl)-1-methyl-1H-pyrrole-3-carboxamide ClC=1C=C(C=C(C1)NS(=O)(=O)C)NC(=O)C1=CN(C(=C1)C1=NC=C(C=C1)OC)C